(E)-hex-2-en-1-yl 8-bromooctanoate BrCCCCCCCC(=O)OC\C=C\CCC